ethylenediphosphine C(CP)P